ClC1=C(C(=CC=C1)C)C1(CC1)C1=NOC(=N1)C1=CC(=NN1CC(=O)N)C(F)F 2-(5-(3-(1-(2-chloro-6-methyl-phenyl)cyclopropyl)-1,2,4-oxadiazol-5-yl)-3-(difluoromethyl)pyrazol-1-yl)acetamide